5-chloro-3-methyl-1H-pyrazol ClC1=CC(=NN1)C